4-((2,5-dimethyl-4,5-dihydro-[1,2,4]triazolo[1,5-a]quinoxalin-6-yl)amino)-N-(methyl-d3)-6-(3,3,3-trifluoropropanamido)pyridazine-3-carboxamide CC1=NN2C(CN(C3=C(C=CC=C23)NC2=C(N=NC(=C2)NC(CC(F)(F)F)=O)C(=O)NC([2H])([2H])[2H])C)=N1